C(C)(=O)C1=CN(C2=CC=C(C=C12)N1C(CCC1)=O)CC(=O)N(C1CC1)CC(=O)NCC1=C(C(=CC=C1)Cl)F 2-(3-acetyl-5-(2-oxopyrrolidin-1-yl)-1H-indol-1-yl)-N-(2-((3-chloro-2-fluorobenzyl)amino)-2-oxoethyl)-N-cyclopropylacetamide